FC(C(=O)O)(F)F.N1CC(C1)N1CC(C(CC1)N1CCC(CC1)N1N=C(C=2C1=NC=NC2N)C2=CC=C(C=C2)OC2=CC=CC=C2)F 1-(1'-(azetidin-3-yl)-3'-fluoro-[1,4'-bipiperidine]-4-yl)-3-(4-phenoxyphenyl)-1H-pyrazolo[3,4-d]pyrimidin-4-amine trifluoroacetate